N-methacryloyloxyacetoxyethyl-vinylurea C(C(=C)C)(=O)OCC(=O)OCCN(C(=O)N)C=C